O1[C@H](COCC1)C(=O)N1CCC(CC1)C1=CC2=C(N=C(N=C2N[C@H](C)C2=C(C(=CC=C2)C(F)(F)F)F)C)N=C1OC ((R)-1,4-dioxan-2-yl)(4-(4-(((R)-1-(2-fluoro-3-(trifluoromethyl)phenyl)ethyl)amino)-7-methoxy-2-methylpyrido[2,3-d]pyrimidin-6-yl)piperidin-1-yl)methanone